OCC1CCC(CC1)N1N=C2C=C(C(=CC2=C1)CNC=1C(N(C=CC1)[C@H]1[C@H](C1)F)=O)OC(C)C 2-[4-(hydroxymethyl)cyclohexyl]-6-isopropoxy-N-[(1R)-2-oxo-1-[(2S)-2-fluorocyclopropyl]-3-pyridinyl]indazole-5-methanamine